C(CN([C@@H](CCC(=O)O)C(=O)O)CC(=O)O)(=O)O glutamic acid, diacetic acid